N-(2-{[(3S)-1-benzylpyrrolidin-3-yl](methyl)amino}ethyl)-1-[3-(trifluoromethoxy)phenyl]piperidine-4-carboxamide C(C1=CC=CC=C1)N1C[C@H](CC1)N(CCNC(=O)C1CCN(CC1)C1=CC(=CC=C1)OC(F)(F)F)C